FC1=CC(=C(C=C1)[C@@H]([C@H](C)OC([C@@H](NC(=O)C1=NC=CC(=C1O)OC)C)=O)C(C)C)C (3-hydroxy-4-methoxypyridinoyl)-L-alanine (2S,3S)-3-(4-fluoro-2-methylphenyl)-4-methylpentan-2-yl ester